N-(2-aminoethyl)-3-aminobutyldimethylmethoxysilane NCCNC(CC[Si](OC)(C)C)C